3,4-dihydro-2H-1,4-benzoxazine-2-methylamine O1C(CNC2=C1C=CC=C2)CN